(S)-N-(1-(dimethylamino)-4-phenylbutan-2-yl)acetamide CN(C[C@H](CCC1=CC=CC=C1)NC(C)=O)C